NC=1SC2=C(C1C(=O)OCC)C=CC=C2 Ethyl 2-Amino-1-benzothiophene-3-carboxylate